tert-butyl 2-ethyl-8-methyl-8-(trifluoromethyl)-7,8-dihydro-6H-pyrazolo[1,5-a]pyrrolo[2,3-e]pyrimidine-6-carboxylate C(C)C1=NN2C(N=CC3=C2C(CN3C(=O)OC(C)(C)C)(C(F)(F)F)C)=C1